FC(C)(F)C1=NC(=CC(=N1)N1CC2(C=3C=NC(=CC31)NC(C)=O)CC2)C=2C(=NN(C2)C)C N-(1'-(2-(1,1-difluoroethyl)-6-(1,3-dimethyl-1H-pyrazol-4-yl)pyrimidin-4-yl)-1',2'-dihydrospiro[cyclopropane-1,3'-pyrrolo[3,2-c]pyridin]-6'-yl)acetamide